methyl trans-9,10-epoxy-12,13-epoxyoctadecanoate C(CCCCCCCC1C(CC2C(CCCCC)O2)O1)(=O)OC